6-Chloro-4-(4-(2-chloro-5-fluorophenoxy)piperidin-1-yl)-1-methyl-2-oxo-1,2-dihydro-1,5-naphthyridin-3-carbonitril ClC=1N=C2C(=C(C(N(C2=CC1)C)=O)C#N)N1CCC(CC1)OC1=C(C=CC(=C1)F)Cl